1-methyl-1H-imidazole-5-carboxamide CN1C=NC=C1C(=O)N